1-(4-(6-methoxy-7-(3-(4-methylpiperazin-1-yl)propoxy)quinazolin-4-yl)phenyl)-3-(3-(trifluoromethyl)phenyl)urea COC=1C=C2C(=NC=NC2=CC1OCCCN1CCN(CC1)C)C1=CC=C(C=C1)NC(=O)NC1=CC(=CC=C1)C(F)(F)F